FC1=NC=CC2=C1CC1CCC2N1C(=O)NC=1SC(=NN1)C (±)-1-Fluoro-N-(5-methyl-1,3,4-thiadiazol-2-yl)-6,7,8,9-tetrahydro-5H-5,8-epiminocyclohepta[c]pyridine-10-carboxamide